amino(amine) NN